tert-butyl (R)-(4-(ethyl(2-hydroxyethyl)amino)-1-(phenylthio)butan-2-yl)carbamate C(C)N(CC[C@H](CSC1=CC=CC=C1)NC(OC(C)(C)C)=O)CCO